[N+]=1(C(=CC=CC1)C1=NC=CC=C1)[O-] bipyridine-N-oxide